N-{(2S,3R,4S)-4-fluoro-1-(oxetane-2-carbonyl)-2-[(2,2',3'-trifluoro[1,1'-biphenyl]-3-yl)methyl]pyrrolidin-3-yl}-cyclopropanesulfonamide F[C@@H]1[C@@H]([C@@H](N(C1)C(=O)C1OCC1)CC=1C(=C(C=CC1)C1=C(C(=CC=C1)F)F)F)NS(=O)(=O)C1CC1